The molecule is a phosphatidylcholine 32:2 in which both phosphatidyl acyl groups are specified as palmitoleoyl. It has a role as a mouse metabolite. It derives from a palmitoleic acid. CCCCCC/C=C\\CCCCCCCC(=O)OC[C@H](COP(=O)([O-])OCC[N+](C)(C)C)OC(=O)CCCCCCC/C=C\\CCCCCC